C(C)OC=1C(=CC(=C(C1)N1CCC(CC1)N1CCN(CC1)C)C)[N+](=O)[O-] 1-(1-(5-ethoxy-2-methyl-4-nitrophenyl)piperidin-4-yl)-4-methylpiperazine